(S)-N-(4-(4-((2-amino-4-fluoro-2,4-dimethylpentyl)oxy)-3-(trifluoromethyl)phenyl)pyridine-2-yl)acetamide N[C@](COC1=C(C=C(C=C1)C1=CC(=NC=C1)NC(C)=O)C(F)(F)F)(CC(C)(C)F)C